Cl.NCC1=C(C=2N=CC=NC2C(=C1)C1=CC=C(C=C1)OC(F)(F)F)O 6-(aminomethyl)-8-(4-(trifluoromethoxy)phenyl)quinoxalin-5-ol hydrochloride